5-{4-[(4,6-dimethylpyrimidin-2-yl)oxy]-3-fluorophenyl}-6-(6-ethynyl-4-methylpyridin-3-yl)-7-methyl-7H-pyrrolo[2,3-d]pyrimidin-4-amine CC1=NC(=NC(=C1)C)OC1=C(C=C(C=C1)C1=C(N(C=2N=CN=C(C21)N)C)C=2C=NC(=CC2C)C#C)F